CO[C@H]1C[C@@H](CC1)NC=1C2=C(N=C(N1)C=1N(C=CN1)C)SC(=C2C2=CC=CC=C2)C2=CC(=NC=C2)OC N-((1R,3R)-3-Methoxycyclopentyl)-6-(2-methoxypyridin-4-yl)-2-(1-methyl-1H-imidazol-2-yl)-5-phenylthieno[2,3-d]pyrimidin-4-amine